COC1=CC(=CC2=C1C(=NO2)NS(=O)(=O)C=2C=C(N(C)C1CCN(CC1)C(=O)OC(C)(C)C)C=CC2)CN2N=CC=C2 tert-butyl 4-[3-[[4-methoxy-6-(pyrazol-1-ylmethyl)-1,2-benzoxazol-3-yl]sulfamoyl]-N-methylanilino]piperidine-1-carboxylate